Cl.CC1=CC=C(OC=2C=C3C(=C4C(=NC3=CC2)CCCCC4)N)C=C1 2-(4-methylphenoxy)-6H,7H,8H,9H,10H-cyclohepta[b]quinoline-11-amine hydrochloride